O1N=CC2=C1C=1C(=NN3C1CNCC3)CCC2 5,6,9,10,11,12-hexahydro-4H-isoxazolo[5'',4'':3',4']cyclohepta[1',2':3,4]pyrazolo[1,5-a]pyrazine